FC=1C=C2C(=C(C=NC2=CC1)C(=O)N1CCN(CC1)S(=O)(=O)C)N1CCN(CC1)C(=O)OC(C)(C)C tert-Butyl 4-(6-fluoro-3-(4-(methylsulfonyl)piperazine-1-carbonyl)quinolin-4-yl)piperazine-1-carboxylate